7,8-difluoro-10-methoxy-6,11-dihydrodibenzo[b,e]Thiepin-11-ol FC1=C(C=C(C=2C(C3=C(SCC21)C=CC=C3)O)OC)F